C(C1=CC=CC=C1)(=O)OCCNC1=C(C=C(C(=C1)OC)NC1=NC=CC(=N1)C1=CN(C2=NC=CC=C21)C)N 2-((2-amino-5-methoxy-4-((4-(1-methyl-1H-pyrrolo[2,3-b]pyridin-3-yl)pyrimidin-2-yl)amino)phenyl)amino)ethyl benzoate